(S)-1-(4-((4-((S)-2-acetoxy-3-(ethylsulfonyl)propoxy)-3,5-dichlorophenyl) sulfonyl)phenoxy)-3-chloropropan-2-yl acetate C(C)(=O)O[C@@H](COC1=CC=C(C=C1)S(=O)(=O)C1=CC(=C(C(=C1)Cl)OC[C@@H](CS(=O)(=O)CC)OC(C)=O)Cl)CCl